N-[(1R,3S)-3-{[6-chloro-2-(trifluoromethyl)quinolin-4-yl]amino}cyclohexyl]-1-ethyl-3-phenyl-1H-pyrazole-5-carboxamide ClC=1C=C2C(=CC(=NC2=CC1)C(F)(F)F)N[C@@H]1C[C@@H](CCC1)NC(=O)C1=CC(=NN1CC)C1=CC=CC=C1